(3-methyloxetan-3-yl)(4-(5-(4,4,5,5-tetramethyl-1,3,2-dioxaborolan-2-yl)pyridin-2-yl)piperazin-1-yl)methanone CC1(COC1)C(=O)N1CCN(CC1)C1=NC=C(C=C1)B1OC(C(O1)(C)C)(C)C